3,5,5-trimethylpyrrolidin-2-one CC1C(NC(C1)(C)C)=O